ClC(C(CC)O)(Cl)Cl 1,1,1-trichloro-2-butanol